C(C)(C)(C)OC(=O)N1CC2(C1)CN(C2)C=2C=NC(=CC2)[N+](=O)[O-].NC2=CC=C(OC1=CC=C(C=C1)C(C)(C)C1=CC=C(C=C1)C(C)(C1=CC=C(C=C1)OC1=CC=C(C=C1)N)C)C=C2 1,4-bis(1-(4-(4-aminophenoxy)phenyl)-1-methylethyl)benzene tert-butyl-6-(6-nitropyridin-3-yl)-2,6-diazaspiro[3.3]heptane-2-carboxylate